iodoproline methyl ester COC([C@H]1N(CCC1)I)=O